O=C1NC(CCC1N1C(C2=CC=CC(=C2C1=O)NCCCCCCCCCCOC1=CC=C(C=C1)S(=O)(=O)NC(NC1=C2CCCC2=CC=2CCCC12)=O)=O)=O 4-((10-((2-(2,6-dioxopiperidin-3-yl)-1,3-dioxoisoindolin-4-yl)amino)decyl)oxy)-N-((1,2,3,5,6,7-hexahydro-s-indacen-4-yl)carbamoyl)benzenesulfonamide